C(C)(C)(C)N1CCC(CC1)(C#N)CC1=NC=CC=C1Br tert-Butyl-4-[(3-bromo-2-pyridyl)methyl]-4-cyano-piperidine